imidazo[1,2-a]pyridine-2-methanol N=1C(=CN2C1C=CC=C2)CO